S(N)(OC[C@@H]1[C@H](C[C@@H](C1)NC1=NC=NC=C1C(=O)C=1SC(=C(C1)CC1=NC(=CC=C1)Br)Cl)O)(=O)=O [(1R,2S,4R)-4-{[5-({4-[(6-bromopyridin-2-yl)methyl]-5-chloro-2-thienyl}carbonyl)pyrimidin-4-yl]amino}-2-hydroxycyclopentyl]methyl sulfamate